OC1(C(C=CC=C1Cl)(C1=CC=C(C=C1)OCCO)CC(C)=O)C 2-hydroxy-2-methyl-1-[4-(2-hydroxyethoxy)phenyl]M-chlorophenyl-acetone